5-(1-((4-trifluoromethylphenyl)sulfonyl)-1,2,5,6-tetrahydropyridin-4-yl)-3-hydroxy-pyridine FC(C1=CC=C(C=C1)S(=O)(=O)N1CC=C(CC1)C=1C=C(C=NC1)O)(F)F